COC=1C=CN2C=CC(=C2C1)C=O 7-methoxyindolizine-1-carbaldehyde